ClC1=C(C=CC(=C1)S(=O)(=O)C)C1=CC=C(C=N1)C1CN(C1)C(=O)N1CC2(C1)CC(C2)C=2C=NC(=CC2)C(F)(F)F [3-[6-(2-chloro-4-methylsulfonyl-phenyl)-3-pyridyl]azetidin-1-yl]-[6-[6-(trifluoromethyl)-3-pyridyl]-2-azaspiro[3.3]heptan-2-yl]methanone